1-fluoro-N-((6S,7S)-6-((2-fluoro-[1,1'-biphenyl]-3-yl-2',3',4',5',6'-d5)methyl)-5-((R)-oxetane-2-carbonyl)-5-azaspiro[2.4]heptan-7-yl)methanesulfonamide FCS(=O)(=O)N[C@@H]1[C@@H](N(CC12CC2)C(=O)[C@@H]2OCC2)CC=2C(=C(C=CC2)C2=C(C(=C(C(=C2[2H])[2H])[2H])[2H])[2H])F